(3S)-3-[6-(difluoromethyl)pyridin-3-yl]-1,2-oxazolidine-2-carboxylic acid tert-butyl ester C(C)(C)(C)OC(=O)N1OCC[C@H]1C=1C=NC(=CC1)C(F)F